hexanediol iodide [I-].C(CCCCC)(O)O